2-(6-((2S,5R)-2,5-dimethyl-4-(1-(2,2,7-trimethylbenzo[d][1,3]dioxol-5-yl)ethyl)piperazin-1-yl)-9-ethyl-3-methyl-2-oxo-3,9-dihydro-2H-purin-8-yl)acetonitrile C[C@@H]1N(C[C@H](N(C1)C(C)C1=CC2=C(OC(O2)(C)C)C(=C1)C)C)C=1C=2N=C(N(C2N(C(N1)=O)C)CC)CC#N